8-bromo-4,4-dimethyl-4H-cyclopenta[def]phenanthrene BrC1=C2C=CC=C3C2=C2C(=CC=CC2=C1)C3(C)C